CS(=O)C=1N=CC2=C(N1)N=C(C=C2C#C[Si](C(C)C)(C(C)C)C(C)C)NC 2-methanesulfinyl-N-methyl-5-[2-(triisopropylsilyl)ethynyl]pyrido[2,3-d]pyrimidin-7-amine